[Si](C1=CC=CC=C1)(C1=CC=CC=C1)(C(C)(C)C)OCC1N(C(CCC1)CO)C(=O)OC(C)(C)C tert-butyl 2-(((tert-butyldiphenylsilyl)oxy)methyl)-6-(hydroxymethyl)piperidine-1-carboxylate